N-[4-fluoro-5-[6-[rac-(2R)-2-methylmorpholin-4-yl]pyridin-3-yl]-2-[rac-(3S,5R)-3,4,5-trimethylpiperazin-1-yl]phenyl]-6-oxo-4-(trifluoromethyl)-1H-pyridine-3-carboxamide FC1=CC(=C(C=C1C=1C=NC(=CC1)N1C[C@H](OCC1)C)NC(=O)C1=CNC(C=C1C(F)(F)F)=O)N1C[C@@H](N([C@@H](C1)C)C)C |r|